CC(CCO)CCCC(CCCC(CCCC(C)C)C)C 3,7,11,15-tetramethyl-hexadecan-1-ol